4,4-Bis-(4-hydroxyphenyl)-heptan OC1=CC=C(C=C1)C(CCC)(CCC)C1=CC=C(C=C1)O